2-chloro-N-(1-(4-chlorophenyl)-3-hydroxyprop-2-yl)acetamide ClCC(=O)NC(CC1=CC=C(C=C1)Cl)CO